CC=1C(=NC(=NC1O)C=1SC=C(N1)C)O 5-methyl-2-(4-methylthiazol-2-yl)pyrimidine-4,6-diol